(R)-1-(3-(2-(1-(2-methoxyethyl)-1H-pyrazol-4-ylamino)-7H-pyrrolo[2,3-d]pyrimidin-4-ylamino)piperidin-1-yl)prop-2-en-1-one COCCN1N=CC(=C1)NC=1N=C(C2=C(N1)NC=C2)N[C@H]2CN(CCC2)C(C=C)=O